2-({4-[(3-fluorobenzyl)oxy]benzylidene}amino)propanamide FC=1C=C(COC2=CC=C(C=NC(C(=O)N)C)C=C2)C=CC1